aminovanadium (IV) N[V+3]